CN(C)CC=1N=C(OC1)N(CC1=CC=C(C=C1)N1CCOCC1)CC1=CC(=CC=C1)OC 4-((dimethylamino)methyl)-N-(3-methoxybenzyl)-N-(4-morpholinophenylmethyl)oxazol-2-amine